BrC1=C2C(NNC2=CC=C1S(=O)(=O)C1CC1)=O 4-bromo-5-cyclopropylsulfonyl-1,2-dihydroindazol-3-one